1,2,8-trifluoro-7-pentoxy-3-propoxy-dibenzofuran FC1=C(C(=CC=2OC3=C(C21)C=C(C(=C3)OCCCCC)F)OCCC)F